(1s,2s)-1-amino-1-phenylpropan-2-ol N[C@H]([C@H](C)O)C1=CC=CC=C1